benzyl 4-[3-[[3-(4-benzyloxycarbonylanilino)-3-oxo-propyl]disulfanyl]propanoylamino]benzoate C(C1=CC=CC=C1)OC(=O)C1=CC=C(NC(CCSSCCC(=O)NC2=CC=C(C(=O)OCC3=CC=CC=C3)C=C2)=O)C=C1